(S)-(3-aminopyrrolidin-1-yl)(3-methyl-5-(5-(1-methylpiperidin-4-yl)pyridin-2-yl)thiophen-2-yl)methanone N[C@@H]1CN(CC1)C(=O)C=1SC(=CC1C)C1=NC=C(C=C1)C1CCN(CC1)C